Methyl (E)-4-(((tert-butylsulfinyl) imino) methyl)benzoate C(C)(C)(C)S(=O)\N=C\C1=CC=C(C(=O)OC)C=C1